CCSC(=O)CNC(=O)C S-Ethyl 2-Acetylamino Ethanethioate